(R)-3-(5-(difluoromethoxy)-2-fluorophenyl)-1-isopropyl-N-(4-methyl-1,1-dioxidotetrahydro-2H-thiopyran-4-yl)-4,5,6,7-tetrahydro-1H-indazole-6-carboxamide FC(OC=1C=CC(=C(C1)C1=NN(C=2C[C@@H](CCC12)C(=O)NC1(CCS(CC1)(=O)=O)C)C(C)C)F)F